FC1=CC=CC=2N=C(SC21)N(C(C)C2=CC=C(C=C2)N2C[C@H](CC2)C(=O)O)CCC2=CC=C(C=C2)OC (3S)-1-(4-(1-((7-fluorobenzo[d]thiazol-2-yl)(4-methoxyphenethyl)-amino)ethyl)phenyl)pyrrolidine-3-carboxylic acid